NC1=NC=C(C=C1C1=CC=C(C=C1)C(C)=O)Br 1-[4-(2-amino-5-bromopyridin-3-yl)phenyl]ethan-1-one